C1(=CC(=CC=C1)C(C)N)C(C)N 1,1'-(1,3-phenylene)bis(ethan-1-amine)